C(CCCCCCC(=O)OC)(=O)OC dimethyl octanedioate